FC=1C=C2C(=CNC2=C(C1)F)C#N 5,7-difluoro-1H-indole-3-carbonitrile